C1C2(CC=C1C=C2)C=2C(=C(C=CC2)NC2=CC=CC=C2)C21CC=C(C=C2)C1 bis[(1,4-methylenephenyl)]diphenylamine